m-(1-n-propoxy-1-methylethoxy)-styrene C(CC)OC(C)(OC=1C=C(C=C)C=CC1)C